5-{5-(benzenesulfonylamino)-2-{[4-(thiophen-2-yl)phenyl]oxy}phenyl}-1H-pyrrole-2-carboxylic acid C1(=CC=CC=C1)S(=O)(=O)NC=1C=CC(=C(C1)C1=CC=C(N1)C(=O)O)OC1=CC=C(C=C1)C=1SC=CC1